1,1'-(3,3'-difluoro[1,1'-biphenyl]-4,4'-diyl)bis{4-hydroxy-3-[(E)-diazenyl]naphthalene-1-sulfonic acid} FC=1C=C(C=CC1C1(CC(=C(C2=CC=CC=C12)O)\N=N\[H])S(=O)(=O)O)C1=CC(=C(C=C1)C1(CC(=C(C2=CC=CC=C12)O)\N=N\[H])S(=O)(=O)O)F